tert-Butyl N-tert-butoxycarbonyl-N-[[4-(hydroxymethyl)-3-methyl-7-[4-(trifluoromethoxy)phenyl]benzimidazol-5-yl]methyl]-carbamate C(C)(C)(C)OC(=O)N(C(OC(C)(C)C)=O)CC1=C(C2=C(N=CN2C)C(=C1)C1=CC=C(C=C1)OC(F)(F)F)CO